(1s,4s)-4-(8-(4-chloro-2,6-difluorophenylamino)-2-(1-(methylsulfonyl)piperidin-4-ylamino)-9H-purin-9-yl)cyclohexanecarboxamide ClC1=CC(=C(C(=C1)F)NC=1N(C2=NC(=NC=C2N1)NC1CCN(CC1)S(=O)(=O)C)C1CCC(CC1)C(=O)N)F